hydroquinone calcium salt [Ca].C1(O)=CC=C(O)C=C1